N-(4-(2-((2-methoxyphenyl)amino)-7-oxo-5-((triisopropylsilyl)ethynyl)pyrido[2,3-d]pyrimidin-8(7H)-yl)phenyl)cyclopropanecarboxamide COC1=C(C=CC=C1)NC=1N=CC2=C(N1)N(C(C=C2C#C[Si](C(C)C)(C(C)C)C(C)C)=O)C2=CC=C(C=C2)NC(=O)C2CC2